4-(4-(2,8-diphenylimidazo[1,2-a]pyridin-6-yl)phenyl)but-3-en-2-one C1(=CC=CC=C1)C=1N=C2N(C=C(C=C2C2=CC=CC=C2)C2=CC=C(C=C2)C=CC(C)=O)C1